4-(3,4-dimethylbenzylidene)-3-methylisoxazol-5(4H)-one CC=1C=C(C=C2C(=NOC2=O)C)C=CC1C